tert-butyl (3-(2-(4-fluoro-3-methylphenoxy)acetamido)bicyclo[1.1.1]pentan-1-yl)carbamate FC1=C(C=C(OCC(=O)NC23CC(C2)(C3)NC(OC(C)(C)C)=O)C=C1)C